tantalum-manganese [Mn].[Ta]